Indazolesulfenamid N1N=C(C2=CC=CC=C12)SN